C1(CCC2CC=CC=C12)[Zr]C1CCC2CC=CC=C12 Bis(tetrahydro-1-indenyl)zirconium